C(C(=C)C)(=O)OCCCCCCOC(CCP(=O)(O)O)=O (6-methacryloxy)hexyl-3-phosphonopropionate